5-[1-(2,6-dichloro-3-fluoro-phenyl)-ethoxy]-2'-methoxy-[3,3']bipyridinyl-6-ylamine ClC1=C(C(=CC=C1F)Cl)C(C)OC=1C=C(C=NC1N)C=1C(=NC=CC1)OC